BrC1=CC=C(C=C1)CCN1CCCC1 (4-bromophenyl-ethyl)pyrrolidine